tert-butyl 2-[(2-oxo-1H-pyrimidin-4-yl)sulfanyl]acetate O=C1NC=CC(=N1)SCC(=O)OC(C)(C)C